C1(=CC=CC=C1)S(=O)(=O)N1C(=CC=2C1=NC=CC2C2=C(C=C(C=C2)NC(=O)[C@@H](C(C)(C)O)NC(OC(C)(C)C)=O)C)C(F)F tert-Butyl N-[(1R)-1-[[4-[1-(benzenesulfonyl)-2-(difluoromethyl)pyrrolo[2,3-b]pyridin-4-yl]-3-methyl-phenyl]carbamoyl]-2-hydroxy-2-methyl-propyl]carbamate